ClC1=CC(=C2C(=N1)N(C=N2)[C@H]2[C@@H]([C@@H]([C@@H]1C[C@H]21)O)O)NCCC (1R,2R,3S,4R,5S)-4-(5-chloro-7-(propylamino)-3H-imidazo[4,5-b]pyridin-3-yl)bicyclo[3.1.0]hexane-2,3-diol